BrC=1C=C(OCCC(=O)OCC)C=CC1OC Ethyl 3-(3-bromo-4-methoxyphenoxy)propanoate